(1-((6-((5-fluoro-4-(9-fluoro-4-methyl-3,4-dihydro-1H-benzo[4,5]imidazo[2,1-c][1,4]oxazin-7-yl)pyrimidin-2-yl)amino)pyridin-3-yl)methyl)pyrrolidin-3-yl)methanol FC=1C(=NC(=NC1)NC1=CC=C(C=N1)CN1CC(CC1)CO)C1=CC2=C(N=C3COCC(N32)C)C(=C1)F